N-[(1S)-1-(2,4-Difluorophenyl)ethyl]-2-{5-methyl-2-oxo-1H,4H-pyrido[4,3-d]pyrimidin-3-yl}acetamide FC1=C(C=CC(=C1)F)[C@H](C)NC(CN1C(NC2=C(C1)C(=NC=C2)C)=O)=O